C(C1=CC=CC=C1)N1CCN(C(C(C1)O)CC(C)C)C(=O)C=1C=C(C=CC1)S(=O)(=O)NC1=NC(=CC(=N1)Cl)C1=C(C=CC=C1C)C 3-(4-benzyl-6-hydroxy-7-isobutyl-1,4-diazepane-1-carbonyl)-N-[4-chloro-6-(2,6-dimethylphenyl)pyrimidin-2-yl]benzenesulfonamide